CN1C(CN(C2=C(C=CC=C12)C)S(=O)(=O)C=1C=NC(=CC1C)C=1C=NN(C1)C)=O 1,5-Dimethyl-4-[[4-methyl-6-(1-methylpyrazol-4-yl)-3-pyridinyl]sulfonyl]-3H-quinoxalin-2-one